tert-butyl 4-[5-[2-(2,6-dimethyl-4-pyridyl)-3-methyl-1H-indol-6-yl]-1H-benzimidazol-2-yl]piperidine-1-carboxylate CC1=NC(=CC(=C1)C=1NC2=CC(=CC=C2C1C)C1=CC2=C(NC(=N2)C2CCN(CC2)C(=O)OC(C)(C)C)C=C1)C